13-((2S,4R)-4-hydroxy-2-((4-(4-methylthiazol-5-yl)benzyl)carbamoyl)pyrrolidine-1-carbonyl)-14,14-dimethyl-11-oxo-3,6,9-trioxa-12-azapentadecan-1-oic acid O[C@@H]1C[C@H](N(C1)C(=O)C(NC(COCCOCCOCC(=O)O)=O)C(C)(C)C)C(NCC1=CC=C(C=C1)C1=C(N=CS1)C)=O